COC(=O)C12CC3C(C(CC(C1)C3)C2)NC(CN2S(N(CCC2)C2=CC=C(C=C2)Cl)(=O)=O)=O Methyl-4-(2-(6-(4-chlorophenyl)-1,1-dioxido-1,2,6-thiadiazinan-2-yl) acetamido)adamantan-1-carboxylate